CC(=O)N[C@@H]1[C@H]([C@H]([C@H](O[C@H]1O)COS(=O)(=O)O)OS(=O)(=O)O)O[C@H]2[C@@H]([C@H](C(=C(O2)C(=O)O)O)O)O The molecule is an amino disaccharide consisting of alpha-L-threo-hex-4-enopyranuronic acid and 2-acetaido-2-deoxy-4,6-di-O-sulfo-beta-D-galactopyranose joined in sequence by a (1->3) glycosidic bond. It is an alpha,beta-unsaturated monocarboxylic acid, an oligosaccharide sulfate, an enol, a member of acetamides and an amino disaccharide.